1,6-dimethyl-4-(piperazin-1-yl)-1H-pyrazolo[3,4-d]pyrimidine CN1N=CC=2C1=NC(=NC2N2CCNCC2)C